4-[4-Cyano-6-(3-cyano-benzyl)-3-hydroxy-pyridin-2-yl]-4-oxo-butyric acid C(#N)C1=C(C(=NC(=C1)CC1=CC(=CC=C1)C#N)C(CCC(=O)O)=O)O